FC(C1=CC=C2C(=N1)NN=C2N)(F)F 6-(trifluoromethyl)-1H-pyrazolo[3,4-b]pyridin-3-amine